N-(2-(chloromethyl)5-fluorophenyl)-4-methylbenzenesulfonamide ClCC1=C(C=C(C=C1)F)NS(=O)(=O)C1=CC=C(C=C1)C